CC1=NOC=C1[C@@]1(NC(NC1=O)=O)CNC(OC(C)(C)C)=O |r| rac-tert-butyl {[4-(3-methyl-1,2-oxazol-4-yl)-2,5-dioxoimidazolidin-4-yl]methyl}carbamate